2-(4-(2-ethylbenzoyl)phenoxy)-N-(pyridin-3-yl)acetamide C(C)C1=C(C(=O)C2=CC=C(OCC(=O)NC=3C=NC=CC3)C=C2)C=CC=C1